CCC(CCCCCCCC)OC(CCCCCCCNCCO)=O 8-((2-hydroxyethyl)amino)octanoic acid undecan-3-yl ester